aluminum-iron boron [B].[Fe].[Al]